1-{4-cyano-6-[(3,4-dimethoxyphenyl)amino]pyrimidin-2-yl}-5-amino-1H-pyrazole-4-carboxylic acid C(#N)C1=NC(=NC(=C1)NC1=CC(=C(C=C1)OC)OC)N1N=CC(=C1N)C(=O)O